C1(CC1)CNC(C=1C=C(C=CC1)NC(=O)C=1N(N=C(C1)C(F)(F)F)C1=CC(=CC=C1)C#N)C1=C(C=CC=C1)F (3-Cyano-phenyl)-5-trifluoromethyl-2H-pyrazole-3-carboxylic acid {3-[(cyclopropylmethyl-amino)-(2-fluoro-phenyl)methyl]-phenyl}-amide